(2R,3R)-2-(p-bromophenoxy)-3-fluorobutyric acid BrC1=CC=C(O[C@H](C(=O)O)[C@@H](C)F)C=C1